CC1=CC=C(C=C1)S(=O)(=O)OCCCCCN(C(=O)OC(C)(C)C)C1=CC2=C(N=C(S2)C2=CC=C(C=C2)C=2C=NC(=CC2)N(C)C)C=C1 5-[[2-[4-[6-(di-methylamino)pyridin-3-yl]phenyl]-1,3-benzothiazol-6-yl]-[(2-methylpropan-2-yl)oxycarbonyl]-amino]pentyl 4-methylbenzenesulfonate